(S)-2-(4-(6-((6-(1H-1,2,3-triazol-1-yl)pyridin-3-yl)methoxy)pyridin-2-yl)-2,5-difluorobenzyl)-1-(4,4-dimethyltetrahydrofuran-3-yl)-1H-benzo[d]imidazole-6-carboxylic acid N1(N=NC=C1)C1=CC=C(C=N1)COC1=CC=CC(=N1)C1=CC(=C(CC2=NC3=C(N2[C@@H]2COCC2(C)C)C=C(C=C3)C(=O)O)C=C1F)F